C12CC(CC2C1)OC1=C(C=C(C=C1F)NC(=O)C=1N=C(OC1CC(F)(F)F)N1CCC2CCCCC12)F N-(4-(cis-bicyclo[3.1.0]hexan-3-yloxy)-3,5-difluorophenyl)-2-(octahydro-1H-indol-1-yl)-5-(2,2,2-trifluoroethyl)oxazole-4-carboxamide